5-Chloro-2-Methoxy-Anilin ClC=1C=CC(=C(N)C1)OC